2,2-dimethyl-4,9,17,20-tetraoxo-3-oxa-8,10,16,19-tetraazatricosan-23-oic acid CC(C)(OC(CCCNC(NCCCCCNC(CNC(CCC(=O)O)=O)=O)=O)=O)C